IC1=CN(C2=NC=C(C=C21)C2=CC=C1CCN(CC1=C2)C)S(=O)(=O)CC2=CC=CC=C2 7-(3-iodo-1-toluenesulfonyl-1H-pyrrolo[2,3-b]pyridin-5-yl)-2-methyl-1,2,3,4-tetrahydroisoquinoline